C(O)C(C(=O)O)(CC)CO 2,2-dimethylolbutyric acid